C(C)OC(=O)C=1OC2=C(C1C)C=C(C=C2)S(NC(C)CCC2=CC=CC=C2)(=O)=O 3-methyl-5-(N-(4-phenylbutan-2-yl)sulfamoyl)benzofuran-2-carboxylic acid ethyl ester